N-(3,5-dichloro-4-(2,6-dioxopiperidin-3-yl)benzyl)-1-phenylcyclobutane-1-carboxamide ClC=1C=C(CNC(=O)C2(CCC2)C2=CC=CC=C2)C=C(C1C1C(NC(CC1)=O)=O)Cl